N,N-di-hydroxyisopropyl-benzene-sulfonamide N-[(2S)-1-{7-bromo-2-chloro-4-methanesulfonylfuro[3,2-d]pyrimidin-6-yl}-1,1-difluoropropan-2-yl]carbamate BrC1=C(OC2=C1N=C(N=C2S(=O)(=O)C)Cl)C([C@H](C)NC(O)=O)(F)F.ON(S(=O)(=O)C2=C(C=CC=C2)C(C)C)O